2,5-di-tert-butyldimethyl-cinnamic acid C(C)(C)(C)C1=C(C(=C(C(=O)O)C)C)C=C(C=C1)C(C)(C)C